2-Fluoro-4-((2-((6-morpholinopyridin-3-yl)sulfonyl)-2,9-diazaspiro[5.5]undecan-9-yl)methyl)benzonitrile FC1=C(C#N)C=CC(=C1)CN1CCC2(CCCN(C2)S(=O)(=O)C=2C=NC(=CC2)N2CCOCC2)CC1